N(=[N+]=[N-])C1CC(C1)O (1R,3r)-3-azidocyclobutanol